(7R,8aS)-hexahydropyrrolo[1,2-a]pyrazine C1C=2N(CCN1)CCC2